2-(6-chloropyridin-3-yl)-N-(4-(6-methoxy-7-((1-(2-methoxyethyl)piperidin-4-yl)methoxy)quinazoline-4-yl)phenyl)acetamide ClC1=CC=C(C=N1)CC(=O)NC1=CC=C(C=C1)C1=NC=NC2=CC(=C(C=C12)OC)OCC1CCN(CC1)CCOC